NC1=NC=CC=C1C1=NC=2C(=NC(=CC2)C2=CC=CC=C2)N1C1=CC=C(C=C1)C1CN(C1)C[C@@H]1CC([C@@H](CC1)C(=O)OC)(C)C trans-methyl (1R,4S)-4-[[3-[4-[2-(2-amino-3-pyridyl)-5-phenyl-imidazo[4,5-b]pyridin-3-yl]phenyl]azetidin-1-yl]methyl]-2,2-dimethyl-cyclohexanecarboxylate